CC(C(=O)OCCC[Si](OC)(OC)OC)C 3-(methylpropanoyloxy)propyltrimethoxysilane